C(C)(C)(C)OC(=O)N1CC(CC1)C1=NC(=NC=C1)Cl 3-(2-Chloropyrimidin-4-yl)pyrrolidine-1-carboxylic acid tert-butyl ester